C1=CC(=CC=C1C[C@H](C(=O)O)[NH3+])O The molecule is an optically active form of tyrosinium having D-configuration. It has a role as an Escherichia coli metabolite. It is a conjugate acid of a D-tyrosine. It is an enantiomer of a L-tyrosinium.